The molecule is a UDP-amino sugar having 3-O-phosphono-N-acetyl-alpha-D-glucosamine as the amino sugar component. It derives from an UDP-D-glucosamine. It is a conjugate acid of an UDP-N-acetyl-alpha-D-glucosamine 3-phosphate(4-). CC(=O)N[C@@H]1[C@H]([C@@H]([C@H](O[C@@H]1OP(=O)(O)OP(=O)(O)OC[C@@H]2[C@H]([C@H]([C@@H](O2)N3C=CC(=O)NC3=O)O)O)CO)O)OP(=O)(O)O